P(=O)#C[N+](CCO)(C)C monophosphorylcholine